FC1=C(C=C(C=C1)[N+](=O)[O-])NC1=NC(=NC=C1C1=CC=C(C=C1)C(F)(F)F)NC=1C=NN(C1)C N4-(2-fluoro-5-nitrophenyl)-N2-(1-methyl-1H-pyrazol-4-yl)-5-(4-(trifluoromethyl)phenyl)pyrimidine-2,4-diamine